3-[(4-fluorophenoxy)methyl]-4-methyl-2-[6-methyl-3-(4-methyl-1H-pyrazol-1-yl)pyridine-2-carbonyl]-2-azabicyclo[3.1.1]heptane FC1=CC=C(OCC2N(C3CC(C2C)C3)C(=O)C3=NC(=CC=C3N3N=CC(=C3)C)C)C=C1